C(=O)C1=C(C=CC=C1)NC(C(=O)NC=1C=CC=C2C=CC=NC12)CCCC1=CC=CC=C1 ((2-formylphenyl)amino)-5-phenyl-N-(quinolin-8-yl)pentanamide